2-propenesulphenic acid C(C=C)SO